1-(6-chloro-3-pyridyl)ethyl methanesulfonate CS(=O)(=O)OC(C)C=1C=NC(=CC1)Cl